1-(3-fluoropyridin-4-yl)-N-{2-methoxy-3-[3-(pyrrolidin-1-yl)propoxy]-6H,7H,8H,9H,10H-cyclohepta[b]1,5-naphthyridin-11-yl}piperidin-4-amine FC=1C=NC=CC1N1CCC(CC1)NC1=C2C(=NC3=CC(=C(N=C13)OC)OCCCN1CCCC1)CCCCC2